CC(C[C@@H](C(N[C@H](C=O)C[C@@H]1C(NCC1)=O)=O)NC(=O)OCC1CN(C1)C(=O)OC(C)(C)C)C Tert-butyl 3-(((((S)-4-methyl-1-oxo-1-(((S)-1-oxo-3-((R)-2-oxopyrrolidin-3-yl)propan-2-yl)amino)pentan-2-yl)carbamoyl)oxy)methyl)azetidine-1-carboxylate